Hexanylsilane C(CCCCC)[SiH3]